CC=1N=C2N(C(C1C(=O)OC(C)C)C1=CC=C(C=C1)C)C(CS2)=O isopropyl 7-methyl-3-oxo-5-(p-tolyl)-2,3-dihydro-5H-thiazolo[3,2-a]pyrimidine-6-carboxylate